C(C)C(CCCO)CC 4-ethylhexanol